N-methyl-N-(tetrahydrofuran-3-yl)glycine tert-butyl ester C(C)(C)(C)OC(CN(C1COCC1)C)=O